methyl O-acetyl-N-(O-(tert-butyldimethylsilyl)-N-(2-(4-(2-(2-methoxyethoxy)acetamido)piperidin-1-yl)thiazole-4-carbonyl)-L-seryl)-L-serinate C(C)(=O)OC[C@H](NC([C@@H](NC(=O)C=1N=C(SC1)N1CCC(CC1)NC(COCCOC)=O)CO[Si](C)(C)C(C)(C)C)=O)C(=O)OC